tert-butyl (S)-2-(chloromethyl)-1-((oxetan-2-yl) methyl)-1H-benzo[d]imidazole-6-carboxylate ClCC1=NC2=C(N1C[C@H]1OCC1)C=C(C=C2)C(=O)OC(C)(C)C